N-(3-methoxybenzyl)-4-methyl-N-(4-morpholinophenyl)thiazol-2-amine COC=1C=C(CN(C=2SC=C(N2)C)C2=CC=C(C=C2)N2CCOCC2)C=CC1